OP(O)OP(O)O.C(C)(C)(C1=CC=CC=C1)C1=C(C=CC(=C1)C(C)(C)C1=CC=CC=C1)C(O)(C(CO)(CO)CO)C1=C(C=C(C=C1)C(C)(C)C1=CC=CC=C1)C(C)(C)C1=CC=CC=C1 bis-(2,4-dicumylphenyl)-pentaerythritol diphosphite